1,3-bis(dimethylsilyl)benzene C[SiH](C1=CC(=CC=C1)[SiH](C)C)C